NC/C(/CN1N=CN(C1=O)CC=1SC(=CC1)C=1C=NC(=CC1)OC(C)C)=C\F 2-[(2E)-2-(aminomethyl)-3-fluoroprop-2-en-1-yl]-4-({5-[6-(propan-2-yloxy)pyridin-3-yl]thiophen-2-yl}methyl)-2,4-dihydro-3H-1,2,4-triazol-3-one